(R)-5-methyl-N-(5-(5-methylisoxazol-3-yl)-2,3-dihydro-1H-inden-1-yl)-1H-pyrazole-4-carboxamide CC1=C(C=NN1)C(=O)N[C@@H]1CCC2=CC(=CC=C12)C1=NOC(=C1)C